2-benzyl-N-(8-fluoro-2-methyl-3-quinolinyl)-2,4-dimethylpentanamide C(C1=CC=CC=C1)C(C(=O)NC=1C(=NC2=C(C=CC=C2C1)F)C)(CC(C)C)C